NC1=C(CNC=2SC(=C(N2)C)C)C=CC=C1 N-(2-aminobenzyl)-4,5-dimethylthiazol-2-amine